N,N'-bis(2-trimethoxysilylethyl)urea CO[Si](CCNC(=O)NCC[Si](OC)(OC)OC)(OC)OC